2-[methyl(2-{4-[2-(3-oxomorpholin-4-yl)ethoxy]pyridin-2-yl}-5H,6H,7H-cyclopenta[d]pyrimidin-4-yl)amino]-N-(propan-2-yl)acetamide CN(CC(=O)NC(C)C)C=1C2=C(N=C(N1)C1=NC=CC(=C1)OCCN1C(COCC1)=O)CCC2